3-(4-Hydroxy-3-nitrophenyl)propanoic acid OC1=C(C=C(C=C1)CCC(=O)O)[N+](=O)[O-]